1-(5-(4-phenoxyphenyl)furan-2-yl)ethan-1-one O(C1=CC=CC=C1)C1=CC=C(C=C1)C1=CC=C(O1)C(C)=O